BrC=1N=C(C=2N(C1)C=C(N2)CN2CCN(CC2)C(=O)OC(C)(C)C)N2CCOCC2 tert-Butyl 4-((6-bromo-8-morpholinoimidazo[1,2-a]pyrazin-2-yl)methyl)piperazine-1-carboxylate